N-(3-(6-amino-5-(2-(N-methylacrylamido)ethoxy)pyrimidin-4-yl)-5-fluoro-2-methylphenyl)-4-cyclopropyl-2-fluorobenzamide NC1=C(C(=NC=N1)C=1C(=C(C=C(C1)F)NC(C1=C(C=C(C=C1)C1CC1)F)=O)C)OCCN(C(C=C)=O)C